styrene-itaconamic acid C(=CC1=CC=CC=C1)C(C(C(=O)O)=C)C(=O)N